C12(CC(C1)C2)N2[C@@H](C=1NC3=CC=CC=C3C1C[C@H]2C)C2=CC=C(C=C2)NC2CN(C2)CCCF N-(4-((1R,3R)-2-(bicyclo[1.1.1]pentan-1-yl)-3-methyl-2,3,4,9-tetrahydro-1H-pyrido[3,4-b]indol-1-yl)phenyl)-1-(3-fluoropropyl)azetidin-3-amine